ethyl 2,6-diacetylethylpyridine-4-carboxylate C(C)(=O)CCC1=NC(=CC(=C1)C(=O)OCC)C(C)=O